nitropyrrolidine [N+](=O)([O-])N1CCCC1